CC=1N=C2N(C=C(C=C2)C=2C=C3C(NC(=NC3=CC2)C2CCN(CC2)C)=O)C1 6-(2-Methylimidazo[1,2-a]pyridin-6-yl)-2-(1-methylpiperidin-4-yl)quinazolin-4(3H)-one